C(C)(=O)C1=NNC2=C(C(=CC=C12)\C=C(\C(=O)NC=1C(=NC=C(C1C)Cl)C)/F)F (Z)-3-(3-acetyl-7-fluoro-1H-indazol-6-yl)-N-(5-chloro-2,4-dimethylpyridin-3-yl)-2-fluoroacrylamide